C(C)(C)(C)OC(=O)N(C1=C(C(=NN1C(=O)OC(C)(C)C)C1=C(C=CC=C1)Cl)I)C(=O)OC(C)(C)C tertbutyl 5-[bis(tert-butoxycarbonyl)amino]-3-(2-chlorophenyl)-4-iodo-pyrazole-1-carboxylate